N[C@@H](CC1=CNC2=CC=CC=C12)C(=O)OCC ethyl L-tryptophanate